(R)-5-(4-chlorophenyl)-2,3-dimethyl-7-(2-(1-methyl-1H-pyrazol-4-yl)morpholino)pyrido[4,3-d]pyrimidin-4(3H)-one ClC1=CC=C(C=C1)C1=NC(=CC=2N=C(N(C(C21)=O)C)C)N2C[C@H](OCC2)C=2C=NN(C2)C